rac-(3R,4S)-4-fluorotetrahydrofuran-3-amine F[C@H]1[C@@H](COC1)N |r|